1-((2R,3S)-2-methylazetidin-3-yl)-1H-imidazole C[C@H]1NC[C@@H]1N1C=NC=C1